NC=1C(=CC2=C(S(C3=C2C=C(C(=C3)N)C)(=O)=O)C1)C 3,7-diamino-2,8-dimethyldibenzothiophene-5,5-dioxide